C(CCC)(=O)[O-].C[Na].[N+3].C(CCC)(=O)[O-].C(CCC)(=O)[O-] nitrogen methyl-sodium butyrate